NC[C@@H](C(=O)N1C2CN(CC1CC2)C2=NC=NC=1NC(CN(C21)CC)=O)C2=CC=C(C=C2)Cl 4-{8-[(2S)-3-amino-2-(4-chlorophenyl)propionyl]-3,8-diazabicyclo[3.2.1]octan-3-yl}-5-ethyl-6,8-dihydropteridin-7-one